C(CCCCCCCCCCC)(=O)NN dodecanoic hydrazide